COC1=CC=C2CCC(C2=C1)=CC#N 2-(6-methoxy-2,3-dihydro-1H-indene-1-ylidene)acetonitrile